ClC1=CC=C(C=C1)[C@H](CC1=NOC(=N1)CN1N=CC(=C(C1=O)C)C1=NN(C=N1)C)O (S)-2-((3-(2-(4-chlorophenyl)-2-hydroxyethyl)-1,2,4-oxadiazol-5-yl)methyl)-4-methyl-5-(1-methyl-1H-1,2,4-triazol-3-yl)pyridazin-3(2H)-one